2,2'-dichlorodiethylether C(CCl)OCCCl